methyl (2S)-2-[[(2R)-2-(tert-butoxycarbonylamino)-4-oxo-4-(tritylamino)butyl]amino]propanoate C(C)(C)(C)OC(=O)N[C@@H](CN[C@H](C(=O)OC)C)CC(NC(C1=CC=CC=C1)(C1=CC=CC=C1)C1=CC=CC=C1)=O